O=C1NC(CCC1N1C(C2=CC=CC(=C2C1=O)NCC1CCC(CC1)OC1CCN(CC1)C(=O)OC(C)(C)C)=O)=O 1-Tert-butyl 4-(((1r,4r)-4-(((2-(2,6-dioxopiperidin-3-yl)-1,3-dioxoisoindolin-4-yl)amino) methyl)cyclohexyl)oxy)piperidine-1-carboxylate